(S)-1-(Heptadecan-9-yl) 10-(2-((8-(heptadecan-9-yloxy)-8-oxooctanoyl)oxy)-3-((2-oxido-1,3,2-dioxaphospholan-2-yl)oxy)propyl) decanedioate C(CCCCCCCCC(=O)OC[C@@H](COP1(OCCO1)=O)OC(CCCCCCC(=O)OC(CCCCCCCC)CCCCCCCC)=O)(=O)OC(CCCCCCCC)CCCCCCCC